rhenium-tellurium disulfide [Te](=S)=S.[Re]